ClC=1C=CC(=C(C1)C1=CC(=C(N=N1)COCCO)NC1=CC(=NC=N1)NC(=O)C1CC(C1)N1CCC(CC1)C(=O)OC(C)(C)C)F tert-butyl 1-{3-[(6-{[6-(5-chloro-2-fluorophenyl)-3-[(2-hydroxyethoxy)methyl]pyridazin-4-yl]amino}pyrimidin-4-yl)carbamoyl]cyclobutyl}piperidine-4-carboxylate